O=C1N(CCC(N1)=O)C1=C2C=CN(C2=CC=C1)C1CCN(CC1)CC1CCN(CC1)C1=CC=C(C=C1)C1CCN(CC1)C=1C=CC(=C2C(=CNC12)C#N)F 7-(4-{4-[4-({4-[4-(2,4-Dioxo-1,3-diazinan-1-yl)-1H-indol-1-yl]piperidin-1-yl}methyl)piperidin-1-yl]phenyl}piperidin-1-yl)-4-fluoro-1H-indole-3-carbonitrile